FC(C1=CC=C(C=C1)CCN)(F)F 2-[4-(trifluoromethyl)phenyl]ethanamine